COC1=CC=C(C=C1)S(=O)CC=1N=NN(C1)CCN1CCCCC1 4-[(4-methoxyphenyl)sulfinylmethyl]-1-[2-(piperidin-1-yl)ethyl]-1H-1,2,3-triazole